C(C)(C)OC(NCC1=C(C=CC(=C1)F)COC1=C(C(N(C(=C1)C)C1=C(C=CC=C1F)F)=O)Cl)=O 2-((3-chloro-1-(2,6-difluorophenyl)-1,2-dihydro-6-methyl-2-oxopyridin-4-yloxy)methyl)-5-fluorobenzyl-carbamic acid isopropyl ester